CN(C1=CC=C(C=C1)[C@@H](C)C1=C(C=CC2=C1NC(=NS2(=O)=O)NCC2=CC(=CC=C2)F)F)C (R)-5-(1-(4-(dimethylamino)phenyl)ethyl)-6-fluoro-3-((3-fluorobenzyl)amino)-4H-benzo[e][1,2,4]thiadiazine 1,1-dioxide